(S)-4-(3-(3-(1-cyclopropyl-4-fluoro-1H-indazol-5-yl)-2-carbonyl-2,3-dihydro-1H-imidazol-1-yl)-4-methyl-4,5,6,7-tetrahydro-2H-pyrazolo[4,3-c]pyridin-2-yl)-2,6-dimethylbenzonitrile C1(CC1)N1N=CC2=C(C(=CC=C12)N1C(N(C=C1)C=1N(N=C2C1[C@@H](NCC2)C)C2=CC(=C(C#N)C(=C2)C)C)=C=O)F